8-methyl-4-(phenylcarbamoyl)-3,4-dihydronaphthalene-2,2(1H)-dicarboxylic acid diethyl ester C(C)OC(=O)C1(CC2=C(C=CC=C2C(C1)C(NC1=CC=CC=C1)=O)C)C(=O)OCC